C(N)(=O)[C@@H]1C[C@@]2(CN1C(=O)OC(C)(C)C)C(NC1=C(O2)C=C(C=C1)C(N(C)C)=O)=O t-butyl (2R,5'S)-5'-carbamoyl-7-(dimethylcarbamoyl)-3-oxo-3,4-dihydrospiro[benzo[b][1,4]oxazine-2,3'-pyrrolidine]-1'-carboxylate